2-(3-bromo-2-chlorophenyl)-5-formylbenzo[d]oxazole-7-carbonitrile BrC=1C(=C(C=CC1)C=1OC2=C(N1)C=C(C=C2C#N)C=O)Cl